(-)-alpha-(1-aminoethyl)-3-hydroxybenzyl alcohol bitartrate C(=O)(C(O)C(O)C(=O)O)OC(C1=CC(=CC=C1)O)C(C)N